NC1=C(C=C(C=N1)NC(C(N1[C@H](CC[C@@H](C1)C)C1=CC(=CC=C1)CCCN(C)C)=O)=O)CC N-(6-amino-5-ethyl-3-pyridyl)-2-oxo-2-[(2R,5S)-2-[3-[3-(dimethylamino)propyl]phenyl]-5-methyl-1-piperidyl]acetamide